trifluoropropyl-trimethyl-cyclotrisiloxane t-amyl-3,3,5-trimethylhexanoate C(C)(C)(CC)OC(CC(CC(C)C)(C)C)=O.FC(CC[Si]1(O[SiH](O[SiH](O1)C)C)C)(F)F